OC1=C(C=NC2=C(C=CC=C12)C1=C(C(=CC(=C1)F)F)F)C(=O)O 4-Hydroxy-8-(2,3,5-trifluorophenyl)quinoline-3-carboxylic acid